ClC1=CC(=C(C=C1)N1C[C@H]([C@]2(C=3C=CC(=NC3C(NC2)=O)C=2C(=NC=CC2)OCC)CC1)CC)C(F)(F)F |r| rac-(3S,4S)-1-(4-chloro-2-(trifluoromethyl)phenyl)-2'-(2-ethoxypyridin-3-yl)-3-ethyl-6',7'-dihydro-8'H-spiro[piperidine-4,5'-[1,7]naphthyridin]-8'-one